3-{[(6-bromo-2-oxo-1,2-dihydropyridin-3-yl)amino]methyl}-6-chloro-1,2-dihydroquinolin-2-one BrC1=CC=C(C(N1)=O)NCC=1C(NC2=CC=C(C=C2C1)Cl)=O